C(C(O)CO)OCC(O)CO monoglyceryl ether